methyl 4'-(1,1-difluoropropyl)[1,1'-biphenyl]-2-carboxylate FC(CC)(F)C1=CC=C(C=C1)C=1C(=CC=CC1)C(=O)OC